OCCOCCO hydroxyethylether